4-(cyclobutylamino)-2-((1r,4r)-4-(dimethylcarbamoyl)cyclohexylamino)pyrimidine-5-carboxamide C1(CCC1)NC1=NC(=NC=C1C(=O)N)NC1CCC(CC1)C(N(C)C)=O